(±)-2-Aminoindane-2-carboxylic acid NC1(CC2=CC=CC=C2C1)C(=O)O